C1(=C(C=CC=C1)S(=O)(=O)C/C(=C/CN)/F)C1=CC=CC=C1 (Z)-4-(biphenyl-2-ylsulfonyl)-3-fluorobut-2-en-1-amine